OC1CN(CC1)CCCOC=1C=C(C=CC1)C1=C2CCN(C2=CC=C1)C(=O)C=1SC=2CN(CCC2N1)CC(=O)O 2-(2-(4-(3-(3-(3-hydroxypyrrolidin-1-yl)propoxy)phenyl)indoline-1-carbonyl)-6,7-dihydrothiazolo[5,4-c]pyridin-5(4H)-yl)acetic acid